(R)-2-hydroxy-3-methoxypropyl 4-methylbenzenesulfonate CC1=CC=C(C=C1)S(=O)(=O)OC[C@@H](COC)O